BrC=1C=C(C(=C(C1)OC1=C(C=C(C=C1)F)F)[N+](=O)[O-])F 5-bromo-1-(2,4-difluorophenoxy)-3-fluoro-2-nitrobenzene